2-(3-(3-((S)-fluoro(4-methyl-4H-1,2,4-triazol-3-yl)methyl)oxetan-3-yl)phenyl)-6-(((S)-2-(methoxymethyl)pyrrolidin-1-yl)methyl)-4-(trifluoromethyl)isoindolin-1-one F[C@@H](C1(COC1)C=1C=C(C=CC1)N1C(C2=CC(=CC(=C2C1)C(F)(F)F)CN1[C@@H](CCC1)COC)=O)C1=NN=CN1C